FC(C1=CC=C(C=C1)NN)(F)F para-trifluoromethylphenyl-hydrazine